FC1=CC=C2C(=C(NC2=C1)CCOC)CC1CCC(CC1)OC(C)C 6-fluoro-3-(((1r,4r)-4-isopropoxycyclohexyl)methyl)-2-(2-methoxyethyl)-1H-indole